(2E)-1-[(6-chloropyridin-3-yl)methyl]-N'-nitro-2-pentylidenehydrazinecarboximidamide ClC1=CC=C(C=N1)CN(/N=C/CCCC)C(N)=N[N+](=O)[O-]